C[C@@H]1CN(C[C@@H](N1)C)C=1N=NC(=CN1)C1=C(C=C(C=C1)C=1SC=2C(=NC(=CC2N1)C)C)O 2-{3-[(3R,5S)-3,5-dimethylpiperazin-1-yl]-1,2,4-triazin-6-yl}-5-(4,6-dimethyl[1,3]thiazolo[5,4-c]pyridin-2-yl)phenol